3-(2-(3-(((S)-1-((2S,4R)-4-Hydroxy-2-((4-(4-methylthiazol-5-yl)benzyl)carbamoyl)pyrrolidin-1-yl)-3,3-dimethyl-1-oxobutan-2-yl)amino)-3-oxopropoxy)ethoxy)propanoic acid O[C@@H]1C[C@H](N(C1)C([C@H](C(C)(C)C)NC(CCOCCOCCC(=O)O)=O)=O)C(NCC1=CC=C(C=C1)C1=C(N=CS1)C)=O